NCCCN(CCCNC1=CC(=NC(=C1)C1=CN=C(S1)N1CCOCC1)C1=CC=C(C=C1)OC)C N1-(3-aminopropyl)-N3-(2-(4-methoxyphenyl)-6-(2-morpholinothiazol-5-yl)pyridin-4-yl)-N1-methylpropane-1,3-diamine